pentaneLactone C1(CCCCO1)=O